C1=CC=CC=2C3=CC=CC=C3C(C12)COC(=O)N([C@H](C(=O)O)[C@@H](C(C)C)O)C (2S,3R)-2-{[(9H-fluoren-9-ylmethoxy)carbonyl](methyl)amino}-3-hydroxy-4-methylpentanoic acid